2-((4-(3-((4-cyano-2-fluorophenoxy)methyl)phenoxy)piperidin-1-yl)methyl)-1-((1-ethyl-1H-imidazole-5-yl)methyl)-1H-benzo[d]imidazole-6-carboxylic acid C(#N)C1=CC(=C(OCC=2C=C(OC3CCN(CC3)CC3=NC4=C(N3CC3=CN=CN3CC)C=C(C=C4)C(=O)O)C=CC2)C=C1)F